COC(=O)C1=NC(=NO1)C1=CC(=CC=C1)Cl.NC1=NN2C(C=C(C=C2)C2=NC=CC(=C2)C(=O)NCCC(C)C2=CC=CC=C2)=N1 2-{2-amino-[1,2,4]triazolo[1,5-a]pyridin-7-yl}-N-(3-phenylbutyl)pyridine-4-carboxamide methyl-3-(3-chlorophenyl)-1,2,4-oxadiazole-5-carboxylate